BrC(C(=O)NC1=CC=CC2=CC=CC=C12)(F)F 2-bromo-2,2-difluoro-N-(naphthalen-1-yl)acetamide